tert-butyl 7-(5-chloro-2-(3-(2-methyl-4-oxo-7,8-dihydro-4H-spiro[quinazoline-6,2'-[1,3]dioxolan]-3(5H)-yl)prop-1-yn-1-yl)phenyl)thieno[3,2-b]pyridine-3-carboxylate ClC=1C=CC(=C(C1)C1=C2C(=NC=C1)C(=CS2)C(=O)OC(C)(C)C)C#CCN2C(=NC=1CCC3(OCCO3)CC1C2=O)C